3-[3-[4-(4-aminophenyl)piperazin-1-yl]-8-azaspiro[4.5]decan-8-yl]-N-(2,6-dioxo-3-piperidyl)-5-fluoro-benzamide NC1=CC=C(C=C1)N1CCN(CC1)C1CCC2(C1)CCN(CC2)C=2C=C(C(=O)NC1C(NC(CC1)=O)=O)C=C(C2)F